OCCN1CCN(CC1)CCCCS(=O)(=O)O 4-(4-(2-hydroxyethyl)piperazin-1-yl)butanesulfonic acid